potassium nitrate potassium carbonate C([O-])([O-])=O.[K+].[N+](=O)(O)[O-].[K+]